4-Oxohex-2-enal O=C(C=CC=O)CC